3,6-dichloro-2-(difluoromethyl)pyridine ClC=1C(=NC(=CC1)Cl)C(F)F